C(=O)O.ClC1=CC(=C(C=C1)C1=NN=C(C2=CC=CC=C12)N[C@H]1CN(CCC1)C)OC(F)F 4-[4-chloro-2-(difluoromethoxy)phenyl]-N-[(3R)-1-methylpiperidin-3-yl]phthalazin-1-amine formate